4-bromo-3-iodo-1H-benzo[4,5]thieno[2,3-b]pyrrole BrC1=CC=CC2=C1C1=C(NC=C1I)S2